COC(=O)C=1C(=CC(=C(C1)C(=O)O)C(=O)O)C(=O)O 1,2,4,5-benzenetetracarboxylic acid methyl ester